N-((2S)-5-hydroxy-1-oxo-1-(((2S)-6,6,6-trifluoro-1-hydroxy-1-(thiazol-2-yl)hexan-2-yl)amino)hexan-2-yl)-2-(o-tolyl)thiazole-5-carboxamide OC(CC[C@@H](C(N[C@H](C(C=1SC=CN1)O)CCCC(F)(F)F)=O)NC(=O)C1=CN=C(S1)C1=C(C=CC=C1)C)C